N1N=NC2=C1C=C1C(=C2C(=O)[O-])OC2=CC3=C(N=NN3)C=C2O1 1H,7H-[1,4]dioxino[2,3-F:5,6-F']bisbenzotriazolate